tert-butyl 2-iodo-5,6-dihydro[1,2,4]triazolo[1,5-a]pyrazine-7(8h)-carboxylate IC1=NN2C(CN(CC2)C(=O)OC(C)(C)C)=N1